(R)-2-fluoro-4-(1-methyl-1H-pyrazol-4-yl)-N-(1-methyl-1H-pyrrolo[2,3-c]pyridin-5-yl)-N-(piperidin-3-yl)benzamide FC1=C(C(=O)N([C@H]2CNCCC2)C=2C=C3C(=CN2)N(C=C3)C)C=CC(=C1)C=1C=NN(C1)C